5-bromo-N,N-dimethylbenzoxazole-2-amine BrC=1C=CC2=C(N=C(O2)N(C)C)C1